CC1(OC[C@@H](O1)[C@@H]1[C@@H]([C@@H]2[C@@H](OC(O2)(C)C)O1)OCC(=O)NCCCCCOC1=CC2=CC=CC=C2C=C1)C 2-(((3aR,5R,6S,6aR)-5-((R)-2,2-dimethyl-1,3-dioxolan-4-yl)-2,2-dimethyltetrahydrofuro[2,3-d][1,3]Dioxolen-6-yl)oxy)-N-(5-(naphthalen-2-yloxy)pentyl)acetamide